pyrimidine-4-carboxamidine N1=CN=C(C=C1)C(=N)N